(3-(2,3-dihydrobenzo[b][1,4]dioxin-6-yl)-3-oxopropyl)-2-thioxothiazolidin-4-one O1C2=C(OCC1)C=C(C=C2)C(CCN2C(SCC2=O)=S)=O